OC(CC(=O)[O-])C.[Na+] Sodium β-hydroxybutyrate